BrC=1C=C2C(=NC=NC2=C(C1)OC)NC(C)C=1N=NC(=CC1)C 6-Bromo-8-methoxy-N-(1-(6-methylpyridazin-3-yl)ethyl)quinazolin-4-amine